Methyl 2-(6-[5-amino-4-cyano-1-[1,1,1-trifluoropropan-2-yl]pyrazol-3-yl]pyridin-3-yl)propanoate NC1=C(C(=NN1C(C(F)(F)F)C)C1=CC=C(C=N1)C(C(=O)OC)C)C#N